FC(C(C(F)(F)F)(C(F)(F)F)OC1CC(NC(C1)(C)C)(C)C)(F)F 4-((1,1,1,3,3,3-hexafluoro-2-(trifluoromethyl)propane-2-yl)oxy)-2,2,6,6-tetramethylpiperidine